4-(2-chloro-5,6,7,8-tetrahydropyrido[3,4-d]pyrimidin-4-yl)-5-(2-methoxy-2-oxoethyl)-2-methylpiperazine-1-carboxylic acid benzyl ester C(C1=CC=CC=C1)OC(=O)N1C(CN(C(C1)CC(=O)OC)C=1C2=C(N=C(N1)Cl)CNCC2)C